OC1=C(C=2CCCC2C=C1)C=O 5-hydroxy-2,3-dihydro-1H-indene-4-carbaldehyde